COC1=C(C=CC=C1)P(C1=C(C=CC=C1)OC)C1=C(C=CC=C1)OC tris-(2-methoxyphenyl)phosphine